N-[(6-Amino-2-pyridyl)sulfonyl]-6-[6-(2-ethoxyethylamino)-5-methyl-3-pyridyl]-2-[(4S)-2,2,4-trimethylpyrrolidin-1-yl]pyridin-3-carboxamid NC1=CC=CC(=N1)S(=O)(=O)NC(=O)C=1C(=NC(=CC1)C=1C=NC(=C(C1)C)NCCOCC)N1C(C[C@@H](C1)C)(C)C